N-methoxy-N-methyl-1H-pyrrolo[2,3-c]pyridine-3-carboxamide CON(C(=O)C1=CNC2=CN=CC=C21)C